C1NC(CC12CCCCC2)=O 2-azaspiro[4.5]decan-3-one